2-(2-(2'-(4-methyl-4H-1,2,4-triazol-3-yl)-[1,1'-biphenyl]-3-yl)-7-(trifluoromethyl)benzo[d]oxazol-5-yl)propan-2-ol CN1C(=NN=C1)C1=C(C=CC=C1)C1=CC(=CC=C1)C=1OC2=C(N1)C=C(C=C2C(F)(F)F)C(C)(C)O